Cl.ClC=1C=2N(C=C(N1)C=1C=NN(C1)C)N=CC2 4-chloro-6-(1-methyl-1H-pyrazol-4-yl)pyrazolo[1,5-a]pyrazine hydrochloride